ClC1=NC=C(C(=N1)N)OC 2-Chloro-5-methoxypyrimidine-4-amine